α-maleimidoacetic acid C1(C=CC(N1CC(=O)O)=O)=O